CC1CC(CC1)(O)O 3-methylcyclopentan-1,1-diol